CNC(=O)C=1C=NC=C(C1)C=1C=C2C(=CC=NC2=CC1)NC(C=C)=O N-methyl-5-[4-(prop-2-enamido)quinolin-6-yl]pyridine-3-carboxamide